COC(=O)C=1C(=NC=CC1)Br.ClC1=C(C2=C(C=N1)N=C(N2)SCC(=O)NC2=CC(=C(C=C2)OC)OC)C 2-((6-chloro-7-methyl-1H-imidazo[4,5-c]pyridin-2-yl)thio)-N-(3,4-dimethoxyphenyl)acetamide methyl-2-bromopyridine-3-carboxylate